CN(C1CCN(CC1)C=1C=CC=2N(C(C=C(N2)C=2C=C3C=NN(C3=CC2)C)=O)C1)C 7-[4-(dimethylamino)piperidin-1-yl]-2-(1-methyl-1H-indazol-5-yl)-4H-pyrido[1,2-a]pyrimidin-4-one